FC=1C=C2NC(C=3N(C2=CC1C1=C2C=CNC2=CC=C1)C(=NN3)C)(C)C 7-fluoro-8-(1H-indol-4-yl)-1,4,4-trimethyl-5H-[1,2,4]triazolo[4,3-a]quinoxaline